FC(C(C(F)(F)[Si](Cl)(C)C)(F)F)(CCC(F)(F)F)F nonafluorohexyl-dimethyl-chlorosilane